(2R,3S,4R,5R)-2-(hydroxymethyl)-5-(6-(methylamino)-9H-purin-9-yl)tetrahydrofuran-3,4-diol OC[C@H]1O[C@H]([C@@H]([C@@H]1O)O)N1C2=NC=NC(=C2N=C1)NC